Cl.NCCCCCCCC(=O)N[C@H](C(=O)N1[C@@H](C[C@H](C1)O)C(=O)N[C@@H](C)C1=CC=C(C=C1)C1=C(N=CS1)C)C(C)(C)C (2S,4R)-1-((S)-2-(8-aminooctanamido)-3,3-dimethylbutanoyl)-4-hydroxy-N-((S)-1-(4-(4-methylthiazol-5-yl)phenyl)ethyl)pyrrolidine-2-carboxamide hydrochloride